CC1=CC=C(C=C1)NC(C1=C(C=CC=C1)C1=CC=CC=C1)=S N-(p-methylphenyl)phenylthiobenzamide